2,N6-bis(t-butoxycarbonyl)-N2-(2-hydroxyethyl)lysine methyl ester COC([C@@](NCCO)(CCCCNC(=O)OC(C)(C)C)C(=O)OC(C)(C)C)=O